C1(CC1)[C@H](C(C)(C)O)N1C(C2=C(C=CC=C2C1)C#CC1=C2C(=NC=C1)CCC2)=O |o1:3| (R or S)-2-(1-Cyclopropyl-2-hydroxy-2-methylpropyl)-7-((6,7-dihydro-5H-cyclopenta[b]pyridin-4-yl)ethynyl)isoindolin-1-one